COC1=CC=C(C=C1)/C=C/C(=O)N(C1COCC1)C1=CC=CC=C1 (E)-3-(4-Methoxyphenyl)-N-phenyl-N-tetrahydrofuran-3-yl-prop-2-enamid